6-Chloro-N-[1-(propan-2-yl)-3-[2-(trifluoromethyl)phenyl]-1H-pyrazol-5-yl]quinoline-7-carboxamide ClC=1C=C2C=CC=NC2=CC1C(=O)NC1=CC(=NN1C(C)C)C1=C(C=CC=C1)C(F)(F)F